C(C1=CC=CC=C1)(C1=CC=CC=C1)(C1=CC=CC=C1)[N@@]1C(C1)C(=O)O (S)-1-tritylazacyclopropane-2-carboxylic acid